CC1=CNC=2N=CN=C(C21)N2CCSC(=C2)C(=O)NC[C@H]2NCCCC2 (S)-4-(5-methyl-7H-pyrrolo[2,3-d]pyrimidin-4-yl)-N-(piperidin-2-ylmethyl)-3,4-dihydro-2H-1,4-thiazine-6-carboxamide